3,6-bis(dimethylamino)-10,10-dimethyl-3'-oxo-10H-spiro[anthracene-9,1'-isoindoline]-6'-carboxylic acid CN(C=1C=CC2=C(C1)C(C1=CC(=CC=C1C21NC(C2=CC=C(C=C12)C(=O)O)=O)N(C)C)(C)C)C